S1C=NC2=C1C(=CC=C2)CCC[C@H]2C[C@@H]1N(CCN(C1)C=1N=NC(=CC1)C)C2=O (7S,8aS)-7-(3-(benzo[d]thiazol-7-yl)propyl)-2-(6-methylpyridazin-3-yl)hexahydropyrrolo[1,2-a]pyrazin-6(2H)-one